methyl 6-bromo-7-(naphthalen-1-ylmethyl)-5-oxo-8-(3-(trifluoromethyl)phenyl)-1,2,3,5-tetrahydroimidazo[1,2-a]pyridine-3-carboxylate BrC1=C(C(=C2N(C1=O)C(CN2)C(=O)OC)C2=CC(=CC=C2)C(F)(F)F)CC2=CC=CC1=CC=CC=C21